1H-Benzo[d]imidazole-5-carbonitrile N1C=NC2=C1C=CC(=C2)C#N